C(C)C1=CC=CC(=C1C(=O)[O-])F 6-ethyl-2-fluorobenzoate